C(CCCCCCCCCCCCCCCCCCC)N1C(CC1)=O 1-eicosylazetidin-2-one